8-bromo-3-(3-((tertbutyldimethylsilyl)oxy)-2-methylpropyl)-7-methyl-3,7-dihydro-1H-purine-2,6-dione BrC1=NC=2N(C(NC(C2N1C)=O)=O)CC(CO[Si](C)(C)C(C)(C)C)C